[2H]C(N(C)C)CC1=CNC2=CC=CC=C12 α-deutero-dimethyltryptamine